C1(CC1)C1=C(NC=2N(C1=O)N=C(C2N2CCCCC2)C2=CC=CC=C2)C 6-cyclopropyl-5-methyl-2-phenyl-3-(piperidin-1-yl)pyrazolo[1,5-a]pyrimidin-7(4H)-one